4-((2R,3R,4R,5S)-3-(3,4-difluoro-2-methoxyphenyl)-4-methyl-5-(trifluoromethyl)tetrahydrofuran-2-carboxamido)picolinamide FC=1C(=C(C=CC1F)[C@@H]1[C@@H](O[C@@H]([C@@H]1C)C(F)(F)F)C(=O)NC1=CC(=NC=C1)C(=O)N)OC